COC1=C(OC[C@H]2N(CC2)C(=O)OC(C)(C)C)C=C(C(=C1)C)C(=O)OC tert-Butyl (S)-2-((2-methoxy-5-(methoxycarbonyl)-4-methylphenoxy)methyl)azetidine-1-carboxylate